7-Bromo-1-methyl-1,3-dihydro-2H-benzimidazol-2-one BrC1=CC=CC2=C1N(C(N2)=O)C